(2S,4R)-N-[(cis-1SR,2RS)-2-[[4-[[3-(2,3-difluoro-4-methoxy-phenyl)imidazo[1,2-a]pyrazin-8-yl]amino]-2-ethyl-benzoyl]amino]cyclopropyl]-4-hydroxy-pyrrolidine-2-carboxamide FC1=C(C=CC(=C1F)OC)C1=CN=C2N1C=CN=C2NC2=CC(=C(C(=O)N[C@H]1[C@H](C1)NC(=O)[C@H]1NC[C@@H](C1)O)C=C2)CC |&1:27,28|